(R)-3-((3-(8-aminopyrido[3,4-d]pyrimidin-2-yl)-5-methylphenyl)ethynyl)-3-hydroxy-1-methylpyrrolidin-2-one NC1=NC=CC2=C1N=C(N=C2)C=2C=C(C=C(C2)C)C#C[C@]2(C(N(CC2)C)=O)O